methyl 3-[[4-chloro-6-[2-(cyclopentylmethyl)-6-methyl-phenyl]-5-methyl-pyrimidin-2-yl]sulfamoyl]benzoate ClC1=NC(=NC(=C1C)C1=C(C=CC=C1C)CC1CCCC1)NS(=O)(=O)C=1C=C(C(=O)OC)C=CC1